2-hydroxy-4,4'-diethoxybenzophenone OC1=C(C(=O)C2=CC=C(C=C2)OCC)C=CC(=C1)OCC